5-Oxo-2-(pyridin-4-yl)-5H-benzo[4',5']thiazolo[3',2':1,6]pyrido[2,3-d]-pyrimidine-6-carboxylic acid O=C1C(=C2N(C=3N=C(N=CC31)C3=CC=NC=C3)C3=C(S2)C=CC=C3)C(=O)O